C(C)N1C(=NC=2C1=NC(=CC2)C(=O)O)C(C2=CC=CC=C2)(C2=CC=CC=C2)O 3-Ethyl-2-(hydroxydiphenylmethyl)-3H-imidazo[4,5-b]pyridine-5-carboxylic acid